ClCC(=O)NC1=C(C=CC=C1)C(C)(F)F 2-chloro-N-(2-(1,1-difluoroethyl)phenyl)acetamide